N-(2-(4-((3,5-difluoro-4-(trifluoromethoxy)benzyl)amino)butoxy)ethyl)-6-(4H-1,2,4-triazol-4-yl)-1H-indazol-4-amine FC=1C=C(CNCCCCOCCNC=2C=3C=NNC3C=C(C2)N2C=NN=C2)C=C(C1OC(F)(F)F)F